FC=1C=2N(C=C(C1)C1=CNC=3N=C(N=CC31)NC3CCC(CC3)(C)NC(C)=O)C=CN2 N-((1r,4r)-4-((5-(8-fluoroimidazo[1,2-a]pyridin-6-yl)-7H-pyrrolo[2,3-d]pyrimidin-2-yl)amino)-1-methylcyclohexyl)acetamide